tert-butyl 1-(5-bromopyridin-3-yl)hydrazine-1-carboxylate BrC=1C=C(C=NC1)N(N)C(=O)OC(C)(C)C